trifluoromethanesulfonic acid benzyl-(4-((methoxycarbonyl)oxy)phenyl)methylsulfonium salt C(C1=CC=CC=C1)[SH+]CC1=CC=C(C=C1)OC(=O)OC.FC(S(=O)(=O)[O-])(F)F